C1=CC=CC=2C3=CC=CC=C3C(C12)COC(=O)N[C@@H](CNCC(=O)OCCI)COCCOCCOC(C)(C)C (S)-2-((((9H-fluoren-9-yl)methoxy)carbonyl)amino)-3-(2-(2-(tert-butoxy)ethoxy)ethoxy)-N-(2-(2-iodoethoxy)-2-oxoethyl)propan-1-amine